(±)-trans-N-(Biphenyl-3-yl)-4-phenylpyrrolidine-3-carboxamide C1(=CC(=CC=C1)NC(=O)[C@@H]1CNC[C@H]1C1=CC=CC=C1)C1=CC=CC=C1 |r|